(2-Chloro-6-methylphenyl)-[4-(4-hydroxyphenyl)-piperazin-1-yl]-methanone ClC1=C(C(=CC=C1)C)C(=O)N1CCN(CC1)C1=CC=C(C=C1)O